1-(4-(3,4-dichlorophenyl)-5-(isopropylthio)thiazol-2-yl)-3-methyl-4-(3-nitrophenyl)-1H-pyrazole-5-carboxylic acid ClC=1C=C(C=CC1Cl)C=1N=C(SC1SC(C)C)N1N=C(C(=C1C(=O)O)C1=CC(=CC=C1)[N+](=O)[O-])C